(R)-1-(5-((octahydro-2H-pyrido[1,2-a]pyrazin-2-yl)methyl)pyrazolo[1,5-a]pyridin-3-yl)dihydropyrimidine-2,4(1H,3H)-dione C1[C@@H]2N(CCN1CC1=CC=3N(C=C1)N=CC3N3C(NC(CC3)=O)=O)CCCC2